tert-butyl 4-[5-(1-ethoxyvinyl)-2-thienyl]-4-hydroxy-3-methyl-piperidine-1-carboxylate C(C)OC(=C)C1=CC=C(S1)C1(C(CN(CC1)C(=O)OC(C)(C)C)C)O